C(C)(C)(C)C(C1=CC=CC=C1)(C(C)(C)C)O di-tert.-butyl-benzyl alcohol